FC(C1=NN=C(O1)C1=CC(=C(C=C1)CN(S(=O)(=O)C=C)C1=CC=CC=C1)F)F N-[[4-[5-(difluoromethyl)-1,3,4-oxadiazol-2-yl]-2-fluoro-phenyl]methyl]-N-phenyl-vinylsulfonamide